(1r,4r)-4-((2-(2,6-dioxopiperidin-3-yl)-1-oxoisoindolin-4-yl)(pentyl)amino)cyclohexanecarboxamide O=C1NC(CCC1N1C(C2=CC=CC(=C2C1)N(C1CCC(CC1)C(=O)N)CCCCC)=O)=O